Formylisoglutamine C(=O)N[C@@H](CCC(=O)O)C(N)=O